2-(3-bromophenyl)-2-methylpropanoic acid BrC=1C=C(C=CC1)C(C(=O)O)(C)C